3-ethyl-3,5,6,7-tetrahydro-4H-benzo[d]Imidazol-4-one C(C)N1C=NC2=C1C(CCC2)=O